N-[(6-Amino-2-pyridyl)sulfonyl]-6-(3-methoxypropyl)-2-(2,4,6-trimethylphenoxy)pyridin-3-carboxamid NC1=CC=CC(=N1)S(=O)(=O)NC(=O)C=1C(=NC(=CC1)CCCOC)OC1=C(C=C(C=C1C)C)C